CC1=C(C(=C(C(=N1)C)C1=C(C=NC=C1)C(=O)N)C)C(=O)N trimethyl-[3,4'-bipyridine]-3',5-dicarboxamide